7-(5-((S)-4-phenyl-3,4-dihydro-1H-benzo[4,5]imidazo[2,1-c][1,4]oxazin-7-yl)pyrimidin-2-yl)hexahydroimidazo[1,5-a]pyrazin-3(2H)-one C1(=CC=CC=C1)[C@@H]1N2C(COC1)=NC1=C2C=C(C=C1)C=1C=NC(=NC1)N1CC2N(CC1)C(NC2)=O